C12CC(C1)(C2)C=2C(=NC=CC2NC(CC2=C(C=CC(=C2)C(C)(C)C)O)=O)C(=O)N (3-bicyclo[1.1.1]pentyl)-4-[[2-(5-tert-butyl-2-hydroxy-phenyl)acetyl]amino]pyridine-2-carboxamide